[C-]1(C=CC=C1)[S].[CH-]1C=CC=C1.[Fe+2] ferrocenyl-sulfur